N-[3-(2,3-dihydro-1,4-benzodioxine-6-yl)-2-methylphenyl]4-vinyl-1,7-naphthyridin-8-amine O1CCOC2=C1C=CC(=C2)C=2C(=C(C=CC2)NC=2N=CC=C1C(=CC=NC21)C=C)C